C(CCCCCCC\C=C/C\C=C/CCCCC)(=O)OCC(COC(=O)OCCN(C)C)COC(C=C(CCCCCCCC)CCCCCCCC)=O 3-(((2-(dimethylamino)ethoxy)carbonyl)oxy)-2-(((3-octylundec-2-enoyl)oxy)methyl)propyl (9Z,12Z)-octadeca-9,12-dienoate